N(=[N+]=[N-])\C(\C(=O)OCC)=C/C1=CN=C(S1)C1=CC=CC=C1 ethyl (Z)-2-azido-3-(2-phenylthiazol-5-yl)prop-2-enoate